C(C)(C)(C)C1=CC=C(CNC(=O)C2=CC=C3C=C(N(C3=C2)CC2CCC2)C)C=C1 N-(4-(tert-butyl)benzyl)-1-(cyclobutylmethyl)-2-methyl-1H-indole-6-carboxamide